ClC1=C(CN2C(C(C3=CC=C(C=C23)C(F)(F)F)(C)C)=O)C(=CC=C1)OC1=CC(=CC(=C1)F)F 1-(2-chloro-6-(3,5-difluorophenoxy)benzyl)-3,3-dimethyl-6-(trifluoromethyl)indolin-2-one